FC1=C(C(=CC2=CC(=C(C=C12)OCCCOC)O)O)N1CC(NS1(=O)=O)=O 5-[1-fluoro-3,6-dihydroxy-7-(3-methoxypropoxy)naphthalen-2-yl]-1λ6,2,5-thiadiazolidine-1,1,3-trione